FC(C=1C(=C(C=CC1)[C@@H](C)NC=1C2=C(N=C(N1)C)N=CC(=C2)N2CC1(COC1)C2)F)F (R)-N-(1-(3-(difluoromethyl)-2-fluorophenyl)ethyl)-2-methyl-6-(2-oxa-6-aza-Spiro[3.3]hept-6-yl)pyrido[2,3-d]pyrimidin-4-amine